ClC=1C=C(C=CC1Cl)N1CCC2(CCN(CC2)C(=O)C2=CC(NC3=CC=C(C=C23)[N+](=O)[O-])=O)CC1 4-(9-(3,4-dichlorophenyl)-3,9-diazaspiro[5.5]undecane-3-carbonyl)-6-nitroquinolin-2(1H)-one